N-(3-Chloro-4-fluorophenyl)-N1-(3-chloro-4-methylphenyl)-6-morpholin-4-yl-[1,3,5]triazine-2,4-diamine ClC=1C=C(C=CC1F)NC1N(C(=NC(=N1)N)N1CCOCC1)C1=CC(=C(C=C1)C)Cl